NC1=NC=CC2=C(C=C(C=C12)NC(CC1=C(C=CC=C1)Cl)=O)S(N)(=O)=O N-(1-amino-5-sulfamoylisoquinolin-7-yl)-2-(2-chlorophenyl)acetamide